((1S,3R)-3-aminocyclohexyl)carbamic acid tert-butyl ester C(C)(C)(C)OC(N[C@@H]1C[C@@H](CCC1)N)=O